Methyl 2-(2-fluoro-4-methylphenyl)-4-bromo-5-[1-(phenylsulfonyl)-1H-pyrrolo[2,3-b]pyridin-4-yl]-1H-pyrrole-3-carboxylate FC1=C(C=CC(=C1)C)C=1NC(=C(C1C(=O)OC)Br)C1=C2C(=NC=C1)N(C=C2)S(=O)(=O)C2=CC=CC=C2